(3α,5β)-3-acetoxy-12-oxo-cholane-24-oic acid methyl ester COC(CC[C@@H](C)[C@H]1CC[C@H]2[C@@H]3CC[C@@H]4C[C@@H](CC[C@]4(C)[C@H]3CC([C@]12C)=O)OC(C)=O)=O